6-(7,8-dimethyl-[1,2,4]triazolo[4,3-b]pyridazin-6-yl)-N-(2-fluoro-3-methoxy-phenyl)-7,8-dihydro-5H-1,6-naphthyridin-3-amine CC1=C(C=2N(N=C1N1CC=3C=C(C=NC3CC1)NC1=C(C(=CC=C1)OC)F)C=NN2)C